2-[2-amino-4-(4-aminopiperidin-1-yl)-5-(3-fluoro-5-methylphenyl)pyridin-3-yl]-1H-1,3-benzodiazole-7-carbonitrile NC1=NC=C(C(=C1C1=NC2=C(N1)C(=CC=C2)C#N)N2CCC(CC2)N)C2=CC(=CC(=C2)C)F